C(C)(=O)OC(C(=O)NC1CC1)[C@H](C[C@H]1C(NCC1)=O)NC(=O)[C@@H]1[C@H]2C([C@H]2CN1C(=O)C1(CC1)C1=CC=CC=C1)(C)C (3S)-1-(cyclopropylamino)-3-((1R,2S,5S)-6,6-dimethyl-3-(1-phenylcyclopropanecarbonyl)-3-azabicyclo[3.1.0]hexane-2-carboxamido)-1-oxo-4-((S)-2-oxopyrrolidin-3-yl)butan-2-yl acetate